sodium (2H4)boranuide [B-]([2H])([2H])([2H])[2H].[Na+]